ClC1=NC(=C(C=C1Br)Br)C 2-chloro-3,5-dibromo-6-methylpyridine